C[C@H]1[C@H]([C@H]([C@@H]([C@@H](O1)O[C@H]([C@@H](CO)O)[C@@H]([C@@H](CO)O)O)O)O)O The molecule is a disaccharide that is D-mannitol in which the hydroxy group at position 3 has been converted into the corresponding alpha-L-fucoside. It is an O-acyl carbohydrate and an alpha-L-fucoside. It derives from a D-mannitol.